C(C)(C)(C)OC(=O)N1CCN2C3=C(OC[C@@H]1C2)C=C(C(=C3)C#N)[N+](=O)[O-] (3S)-9-cyano-10-nitro-2,3,5,6-tetrahydro-4H-3,7-methanobenzo[b][1,4,7]oxadiazonine-4-carboxylic acid tert-butyl ester